N-hexadecyl-L-histidine C(CCCCCCCCCCCCCCC)N[C@@H](CC1=CNC=N1)C(=O)O